C1=C(C=CC2=CC3=CC=CC=C3C=C12)C(C=C)O 1-(anthracene-2-yl)prop-2-en-1-ol